C[C@@H]1O[C@@H](CN(C1)C1=CC=CC(=N1)C=1C=C2C=C(N=CC2=CC1)CC(=O)N[C@@H]1CC[C@H](N(C1)C(=O)OC(C)(C)C)C)C tert-butyl (2R,5R)-5-(2-(6-(6-((2S,6R)-2,6-dimethylmorpholino)pyridin-2-yl)isoquinolin-3-yl)acetamido)-2-methylpiperidine-1-carboxylate